C1(=CC=CC=C1)C(C1=CC=CC=C1)N(C=1N(C(C(=C(N1)C(=O)OCC)OC)=O)C)C ethyl 2-[(diphenylmethyl)(methyl)amino]-5-methoxy-1-methyl-6-oxopyrimidine-4-carboxylate